(3S,3aR,6aR)-Hexahydrofuro[3,4-b]furan-3-yl (8-amino-7-fluoro-6-(8-methyl-2,3-dihydro-1H-pyrido[2,3-b][1,4]oxazin-7-yl)isoquinolin-3-yl)carbamate NC=1C(=C(C=C2C=C(N=CC12)NC(O[C@H]1[C@H]2[C@@H](OC1)COC2)=O)C2=C(C1=C(OCCN1)N=C2)C)F